2-(2,6-dichlorophenyl)-5-[4-(1,1-dioxo-1,4-thiazinan-4-carbonyl)anilino]Oxazole-4-carbonitrile ClC1=C(C(=CC=C1)Cl)C=1OC(=C(N1)C#N)NC1=CC=C(C=C1)C(=O)N1CCS(CC1)(=O)=O